(3R)-3-(2-(3,5-Dimethylmorpholine-4-carbonyl)-6-(3-methyl-1H-pyrrolo[2,3-b]pyridin-5-yl)-1,2,3,4-tetrahydroisoquinolin-8-yl)morpholine-4-carboxylic acid tert-butyl ester C(C)(C)(C)OC(=O)N1[C@@H](COCC1)C=1C=C(C=C2CCN(CC12)C(=O)N1C(COCC1C)C)C=1C=C2C(=NC1)NC=C2C